C(C)OC(CC1=CC(=CC=C1)C=1C(NC2=CC(=C(C=C2C1)C1=CC=C(C=C1)O)Cl)=O)=O 2-(3-(7-chloro-6-(4-hydroxyphenyl)-2-oxo-1,2-dihydroquinolin-3-yl)phenyl)acetic acid ethyl ester